C(CCC)P(C12CC3CC(CC(C1)C3)C2)C23CC1CC(CC(C2)C1)C3 Butyl-bis(1-adamantyl)phosphine